C1(CC1)N1N=CC(=C1)C1=C2C[C@@H](N([C@H](C2=CC=C1)C)C(CC1=C(C=CC=C1Cl)Cl)=O)CO 1-((1S,3R)-5-(1-Cyclopropyl-1H-pyrazol-4-yl)-3-(hydroxymethyl)-1-methyl-3,4-dihydroisochinolin-2(1H)-yl)-2-(2,6-dichlorophenyl)ethan-1-on